β-D-psicopyranose OC[C@]1(O)[C@H](O)[C@H](O)[C@H](O)CO1